C1(CC1)CNC(=O)C=1C=NN(C1)CC1=CC=C(C=C1)C1=NOC(=N1)C(F)(F)F N-(cyclopropylmethyl)-1-[[4-[5-(trifluoromethyl)-1,2,4-oxadiazol-3-yl]phenyl]methyl]pyrazole-4-carboxamide